C(C)(C)(C)OC(=O)N1CCN(CC1)C1=NC=NC2=CC(=C(C=C12)S(=O)(=O)C)C1=NC(=CC=C1C(F)(F)F)N 4-[7-[6-amino-3-(trifluoromethyl)-2-pyridinyl]-6-methylsulfonyl-quinazolin-4-yl]piperazine-1-carboxylic acid tert-butyl ester